OC(C)(C)C=1NC(C=2SC(=C3OCCCC1C23)C=2C=NNC2)=O 5-(2-hydroxypropan-2-yl)-1-(1H-pyrazol-4-yl)-4,6,7,8-tetrahydro-3H-9-oxa-2-thia-4-azabenzo[cd]azulen-3-one